methyl 2-[4-(1,3-benzoxazol-2-yl)-5-methoxy-1-methyl-6-oxopyrimidin-2-yl]-1-(2-cyanophenyl)-3,4-dihydro-1H-isoquinoline-7-carboxylate O1C(=NC2=C1C=CC=C2)C=2N=C(N(C(C2OC)=O)C)N2C(C1=CC(=CC=C1CC2)C(=O)OC)C2=C(C=CC=C2)C#N